C(C)(C)(C)OC(=O)NCC=1C=C(C=CC1)C1=CC(=CC=2C=C(OC21)COC)COC2=C(C=CC(=C2)C)CC(=O)OCC ethyl 2-(2-((7-(3-(((tert-butoxycarbonyl)amino)methyl)phenyl)-2-(methoxymethyl)benzofuran-5-yl)methoxy)-4-methylphenyl)acetate